9,10-di(naphthalen-2-yl)anthracen-2-ylboronic acid C1=C(C=CC2=CC=CC=C12)C=1C2=CC=CC=C2C(=C2C=CC(=CC12)B(O)O)C1=CC2=CC=CC=C2C=C1